Trithiadiazapentalene C1=NNC2=C1SSS2